FC=1C=2N(C=C(C1)N1C=NC3=C(C1=O)SC(=N3)N3CCN(CC3)CC3=CC=C(C=C3)OC)C=C(N2)C 6-(8-fluoro-2-methylimidazo[1,2-a]pyridin-6-yl)-2-(4-(4-methoxybenzyl)piperazin-1-yl)thiazolo[4,5-d]pyrimidin-7(6H)-one